O1COC2=NC(=CC=C21)N [1,3]dioxolano[4,5-b]pyridin-5-amine